C(C)(C)C1=C(NC2=CC=C(C=C12)C1CCN(CC1)CC1=NN(C=N1)C)C=1C(=C(C=2N(C1)C=NN2)C)C 6-(3-isopropyl-5-(1-((1-methyl-1H-1,2,4-triazol-3-yl)methyl)piperidin-4-yl)-1H-indol-2-yl)-7,8-dimethyl-[1,2,4]triazolo[4,3-a]pyridine